FC=1C=C(CC=2C=C3C(=NNC3=CC2)NC(C2=C(C=C(C=C2)N2CCN(CC2)CCN2CCC(CC2)C2=CC=C(C=C2)NC2C(NC(CC2)=O)=O)NC2CCOCC2)=O)C=C(C1)F N-(5-(3,5-difluorobenzyl)-1H-indazol-3-yl)-4-(4-(2-(4-(4-((2,6-dioxopiperidin-3-yl)amino)phenyl)piperidin-1-yl)ethyl)piperazin-1-yl)-2-((tetrahydro-2H-pyran-4-yl)amino)benzamide